4'-[(1-{[4-(propan-2-yl)phenyl]carbamoyl}-D-prolyl)amino][1,1'-biphenyl]-3-carboxylic acid CC(C)C1=CC=C(C=C1)NC(=O)N1[C@H](CCC1)C(=O)NC1=CC=C(C=C1)C1=CC(=CC=C1)C(=O)O